BrC1=C(C(=O)N(C)C)C=C(C=C1C(CN1N=CC(=C1)[N+](=O)[O-])O)C 2-Bromo-3-(1-hydroxy-2-(4-nitro-1H-pyrazol-1-yl)ethyl)-N,N,5-trimethylbenzamide